6-isopropoxy-2-methyl-7-nitro-1,2,3,4-tetrahydroisoquinoline C(C)(C)OC=1C=C2CCN(CC2=CC1[N+](=O)[O-])C